ClC1=CC=C(C=C1)C=1N=C(SC1)N1CCC(CC1)C(=O)O 1-(4-(4-chlorophenyl)thiazol-2-yl)piperidine-4-carboxylic acid